5-methyl-4-(oxetan-3-yl)-5,6,7,8-tetrahydro-1,6-naphthyridine CC1C=2C(=CC=NC2CCN1)C1COC1